2-(2-chlorophenyl)-5-(1H-indol-3-yl)oxazole-4-carboxylic acid ClC1=C(C=CC=C1)C=1OC(=C(N1)C(=O)O)C1=CNC2=CC=CC=C12